3-bromo-1-tetrahydropyran-2-yl-4-(trideuteriomethyl)indazole BrC1=NN(C2=CC=CC(=C12)C([2H])([2H])[2H])C1OCCCC1